O1C(=CC=C1)C1=NN(C=C1/C=C/C(=O)O)C1=CC=CC=C1 (E)-3-(3-(furan-2-yl)-1-phenyl-1H-pyrazol-4-yl)acrylic acid